C(N)(=O)C1=CC(=NN1C1=CC=C(C(=O)O)C=C1)C 4-(5-carbamoyl-3-methyl-1H-pyrazol-1-yl)benzoic acid